CC(C(=O)N1CCC2=CC(=CC=C12)[C@H]1[C@@H](C1)NCC1CCNCC1)(C)C Trans-2,2-dimethyl-1-(5-(2-(piperidin-4-ylmethylamino)cyclopropyl)indolin-1-yl)propan-1-one